C(=O)O.CN1CC(OCC1)COC1CN(CC1)C=1C2=C(N=CN1)SC(=C2)C=2C(NC(NC2)=O)=O 5-[4-[3-[(4-Methylmorpholin-2-yl)methoxy]pyrrolidine-1-yl]thieno[2,3-d]pyrimidin-6-yl]-1H-pyrimidine-2,4-dione formate salt